C(\C=C/CCCCCC)OC(CCCNC(CCC1(OCC(CO1)OC(CCCN(C)C)=O)C(NCCCC(=O)OC\C=C/CCCCCC)=O)=O)=O [(Z)-non-2-enyl]4-[3-[5-[4-(dimethylamino)butanoyloxy]-2-[[4-[(Z)-non-2-enoxy]-4-oxobutyl]carbamoyl]-1,3-dioxan-2-yl]propanoylamino]butanoate